ethyl 2-(3-(3-chloro-5-(trifluoromethyl) pyridin-2-yl)-6-fluoro-2-oxo-2,3-dihydrobenzothiazol-5-ylcarbamoyloxy)-3-methyl-3-butenoate ClC=1C(=NC=C(C1)C(F)(F)F)N1C(SC2=C1C=C(C(=C2)F)NC(=O)OC(C(=O)OCC)C(=C)C)=O